(9-Fluorononyl)-((E)-3-{4-[6-hydroxy-3-(3-hydroxyphenyl)-4-methyl-2H-chromen-2-yl]phenyl}allyl)carbamic acid tert-butyl ester C(C)(C)(C)OC(N(C\C=C\C1=CC=C(C=C1)C1OC2=CC=C(C=C2C(=C1C1=CC(=CC=C1)O)C)O)CCCCCCCCCF)=O